5-((1R)-((((S)-1-(benzyloxy)-1-oxopropan-2-yl)amino)(phenoxy)phosphoryl)fluoromethyl)benzo[b]thiophene-2-carboxylic acid C(C1=CC=CC=C1)OC([C@H](C)NP(=O)(OC1=CC=CC=C1)[C@H](C1=CC2=C(SC(=C2)C(=O)O)C=C1)F)=O